3-(2-hydroxy-3-p-tolylaminopropyl)-1H-1,2,4-triazol-5(4H)-one OC(CC1=NNC(N1)=O)CNC1=CC=C(C=C1)C